C(C)(=O)N1C(=C(C2=C1N=C(NC2=O)NC(C(C)(C)C)=O)I)C2=CC=C(C=C2)S(N(C)C)(=O)=O N-(7-acetyl-6-(4-(N,N-dimethylsulfamoyl)phenyl)-5-iodo-4-oxo-4,7-dihydro-3H-pyrrolo[2,3-d]pyrimidin-2-yl)pivalamide